C(C)N1C(N(C=2N=C(NC2C1=O)C=1N(C2=CC=CC=C2C1)C)CC)=O 1,3-diethyl-8-(1-methyl-1H-indol-2-yl)-1H-purine-2,6(3H,7H)-dione